C(CCCCCCC)OC(=O)NC1=CC(=C(C(=O)[O-])C=C1)O.C(CCCCCCC)OC(=O)NC1=CC(=C(C(=O)[O-])C=C1)O.[Zn+2] zinc bis[4-(octyloxycarbonylamino)-2-hydroxybenzoate]